BrC1=CC(=C(C=C1Cl)N1C(C=CC2=CC(=CC=C12)S(=O)(=O)NC1=NOC=C1)=O)OC (P)-1-(4-BROMO-5-CHLORO-2-METHOXYPHENYL)-N-(ISOXAZOL-3-YL)-2-OXO-1,2-DIHYDROQUINOLINE-6-SULFONAMIDE